N1=C(C=NC=C1)CNC1=C(C=C(C=C1)C1=NNC(OC1)=O)C(F)(F)F 5-[4-{[(Pyrazin-2-yl)methyl]amino}-3-(trifluoromethyl)phenyl]-3,6-dihydro-2H-1,3,4-oxadiazin-2-on